3-(2-Amino-6-fluoro-benzooxazol-5-yl)-1-(1-methyl-cyclobutylmethyl)-1H-pyrazolo[3,4-d]pyrimidine-4,6-diamine NC=1OC2=C(N1)C=C(C(=C2)F)C2=NN(C1=NC(=NC(=C12)N)N)CC1(CCC1)C